COC1=CC2=C(C=C(O2)C(C)=O)C(=C1)OCC=1N=C(SC1)C1=CC=C(C=C1)OC 1-(6-methoxy-4-((2-(4-methoxyphenyl)thiazol-4-yl)methoxy)benzofuran-2-yl)ethanone